FC1=COC2=C1C=C(C=C2)CC(CC)N 1-(3-fluorobenzofuran-5-yl)butan-2-amine